C(#N)C1=CC(=C(C(=C1)OC)N1N=C(C(=CC1=O)NN)C(=O)OCC)F ethyl 1-(4-cyano-2-fluoro-6-methoxyphenyl)-4-hydrazino-6-oxo-1,6-dihydropyridazine-3-carboxylate